NC=1SC2=C(N1)C=CC(=C2)C2=NN(C(=C2)C2=C(C=CC=C2)C(F)(F)F)CC2=CC=C(C(=O)NO)C=C2 4-{[3-(2-aminobenzo[d]thiazol-6-yl)-5-(2-trifluoromethylphenyl)-1H-pyrazol-1-yl]methyl}-N-hydroxybenzoamide